FC=1C(=NC=CC1)N(N)C 3-fluoro-2-(1-methylhydrazinyl)pyridine